ClC=1C=C2C3=C(NC2=CC1)C(=NCC3)CC(C)C 6-chloro-1-isobutyl-4,9-dihydro-3H-pyrido[3,4-b]indole